2-(3-(benzyloxy)propyl)-1-methyl-1H-imidazo[4,5-d]thieno[3,2-b]pyridine C(C1=CC=CC=C1)OCCCC1=NC=2C(=C3C(=NC2)C=CS3)N1C